C1CCC(CC1)NCCCN N-cyclohexylpropylene-1,3-diamine